5-(difluoromethyl)-2-[[4-[5-(trifluoromethyl)-1,2,4-oxadiazol-3-yl]phenyl]methyl]-1,2,4-triazol-3-amine FC(C=1N=C(N(N1)CC1=CC=C(C=C1)C1=NOC(=N1)C(F)(F)F)N)F